N-{3-fluoro-4-[6-methoxy-7-(3-morpholinopropoxy)quinolin-4-oxy]phenyl}-7-(2-fluorophenyl)pyrazolo[1,5-a]pyrimidine-5-carboxamide FC=1C=C(C=CC1OC1=CC=NC2=CC(=C(C=C12)OC)OCCCN1CCOCC1)NC(=O)C1=NC=2N(C(=C1)C1=C(C=CC=C1)F)N=CC2